ClC1=CC=C(C=C1)C(C#C)(C)C=1N=C(SC1[2H])N [1-(4-chlorophenyl)-1-methyl-prop-2-ynyl]-5-deutero-thiazol-2-amine